6-chloro-N-(2-chloro-4-fluorophenyl)-N,3-dimethylpyridine-2-carboxamide ClC1=CC=C(C(=N1)C(=O)N(C)C1=C(C=C(C=C1)F)Cl)C